CO[C@@H]1C[C@@H](N(C1)C(=O)OC(C)(C)C)C(N(C1=CC=C(C=C1)S(F)(F)(F)(F)F)C(C(=O)N1CCCC2(COC2)C1)C=1C=NC=CC1)=O tert-butyl (2R,4R)-4-methoxy-2-[[2-(2-oxa-8-azaspiro[3.5]nonan-8-yl)-2-oxo-1-(3-pyridyl)ethyl]-[4-(pentafluoro-λ6-sulfanyl)phenyl]carbamoyl]pyrrolidine-1-carboxylate